t-Butyl 4-((4-(2-(2,6-dioxopiperidin-3-yl)-1-oxoisoindolin-5-yl)piperazin-1-yl)methyl)piperidine-1-carboxylate O=C1NC(CCC1N1C(C2=CC=C(C=C2C1)N1CCN(CC1)CC1CCN(CC1)C(=O)OC(C)(C)C)=O)=O